rac-rel-cis-(1R,5S)-3-(tert-butoxycarbonyl)-5-(5-(piperidin-1-ylmethyl)-5,6-dihydro-1,4,2-dioxazin-3-yl)-3-azabicyclo[3.2.0]heptane-1-carboxylic acid C(C)(C)(C)OC(=O)N1C[C@]2(CC[C@]2(C1)C1=NOC[C@H](O1)CN1CCCCC1)C(=O)O |o1:9,12,18|